C1(CC1)N1CC(C(CC1)OC=1C=CC(=NC1)C1=NSC(=N1)NC1=NC=CC=C1N(C)C)(F)F N2-(3-(5-(1-cyclopropyl-3,3-difluoropiperidin-4-yloxy)pyridin-2-yl)-1,2,4-thiadiazol-5-yl)-N3,N3-dimethylpyridine-2,3-diamine